C1(CC1)N1N=CC(=C1)C1=CC=C(CNC2=NC=NC(=C2)C2=CN=C3N2C=CC(=C3)OC)C=C1 [4-(1-cyclopropyl-1H-pyrazol-4-yl)-benzyl]-[6-(7-methoxy-imidazo[1,2-a]pyridin-3-yl)-pyrimidin-4-yl]-amine